methyl 4-(bromomethyl)-5-methoxypicolinate BrCC1=CC(=NC=C1OC)C(=O)OC